8-methyl-3-((2S,3S)-2-Methylpyrrolidin-3-yl)-3,8-diazabicyclo[3.2.1]octane dihydrochloride Cl.Cl.CN1C2CN(CC1CC2)[C@@H]2[C@@H](NCC2)C